6-(6-((R)-2-(3-fluorophenyl)pyrrolidin-1-yl)imidazo[1,2-b]pyridazin-3-yl)pyridin FC=1C=C(C=CC1)[C@@H]1N(CCC1)C=1C=CC=2N(N1)C(=CN2)C2=CC=CC=N2